ClC(C1=CC=CC=C1)(C1=CC=CC=C1)C1=CC=CC=C1 1,1',1''-(chloromethanetriyl)tribenzene